4-(pyridin-2-yl)-4,7-diazaspiro[2.5]octane-7-carboxylic acid tert-butyl ester C(C)(C)(C)OC(=O)N1CCN(C2(CC2)C1)C1=NC=CC=C1